Cl.ClC=1C(=NC(=NC1)N[C@H]1CN(CC1)C=1C2=C(N=CN1)CNCC2)C2=CNC1=NC=CC=C12 (R)-5-chloro-4-(1H-pyrrolo[2,3-b]pyridin-3-yl)-N-(1-(5,6,7,8-tetrahydropyrido[3,4-d]pyrimidin-4-yl)pyrrolidin-3-yl)pyrimidin-2-amine hydrochloride